CN1C=C(C2=CC=C(C=C12)N1C(NC(CC1)=O)=O)C1CCN(CC1)C 1-(1-Methyl-3-(1-methylpiperidin-4-yl)-1H-indol-6-yl)dihydropyrimidine-2,4(1H,3H)-dione